C(C=C)(=O)N[C@@H]1[C@@H](CCC1)NC(=O)C=1SC=2N=CC=C3N(C(NC1C23)=O)C2=CC(=NC=C2)C(C)C N-((1R,2S)-2-Acrylamidocyclopentyl)-5-(2-isopropylpyridin-4-yl)-4-oxo-4,5-dihydro-3H-1-thia-3,5,8-triazaacenaphthylene-2-carboxamide